C(#N)N1CC(CC1)C(=O)NC=1SC(=CN1)CN1CCCC1 1-cyano-N-(5-(pyrrolidin-1-ylmethyl)thiazol-2-yl)pyrrolidine-3-carboxamide